6-benzyl-1,2-hexanediol C(C1=CC=CC=C1)CCCCC(CO)O